IC=1C=C(C=CC1)C(C(=O)OC)(CCCCCC1CNC(O1)=O)C methyl 2-(3-iodophenyl)-2-methyl-7-(2-oxooxazolidin-5-yl)heptanoate